C1(CC1)C1C(N(CC1)C([C@H](C(C)(C)C)NC(=O)OC)=O)C(=O)O 3-Cyclopropyl-1-((S)-2-((methoxycarbonyl)amino)-3,3-dimethylbutanoyl)pyrrolidine-2-carboxylic acid